C(#N)C1=C(C=C(C=C1)N1CCC(CC1)C(=O)NC1=NC=C(C=C1)C#CC1CCN(CC1)CC1CCNCC1)C(F)(F)F 1-(4-cyano-3-(trifluoromethyl)phenyl)-N-(5-((1-(piperidin-4-ylmethyl)piperidin-4-yl)ethynyl)pyridin-2-yl)piperidine-4-carboxamide